(2-(1H-indol-3-yl)-1H-imidazol-4-yl-5-d)(4-methoxy-3,5-di(methoxy-d3)phenyl)ketone N1C=C(C2=CC=CC=C12)C=1NC(=C(N1)C(=O)C1=CC(=C(C(=C1)OC([2H])([2H])[2H])OC)OC([2H])([2H])[2H])[2H]